FC1=C(C=CC(=C1F)OCC)C1CCC(CC1)CCC 2,3-difluoro-1-(4-propylcyclohexyl)-4-ethoxybenzene